((1-cyclopropyl-3-(3-(trifluoromethyl)phenyl)-1H-pyrazol-4-yl)oxy)-N-(2-morpholinopyridin-4-yl)pyridin-2-amine C1(CC1)N1N=C(C(=C1)OC=1C(=NC=CC1)NC1=CC(=NC=C1)N1CCOCC1)C1=CC(=CC=C1)C(F)(F)F